((S)-pyrrolidin-3-yl)pyridin-3-amine-4-d tert-Butyl-(2,2-dimethyl-3-(methylamino)propyl)carbamate C(C)(C)(C)N(C(O)=O)CC(CNC)(C)C.N1C[C@H](CC1)C1=NC=CC(=C1N)[2H]